C(C)OC1=CC=C(C=C1)N1C(=NC2=C(C1=O)C=CC=N2)[C@@H](C)N(C(CC2=CC(=C(C=C2)F)C(F)(F)F)=O)CC2CCNCC2 (R)-N-(1-(3-(4-ethoxyphenyl)-4-oxo-3,4-dihydropyrido[2,3-d]pyrimidin-2-yl)ethyl)-2-(4-fluoro-3-(trifluoromethyl)phenyl)-N-(piperidin-4-ylmethyl)acetamide